N1(CCOCC1)CCS(=O)(=O)O 4-Morpholineethanesulfonic acid